(S)-6-amino-2-((S)-2-((R)-2-((S)-2-amino-2-phenylacetamido)-5-guanidino-pentanamido)-3-phenylpropionamido)hexanamide NCCCC[C@@H](C(=O)N)NC([C@H](CC1=CC=CC=C1)NC([C@@H](CCCNC(=N)N)NC([C@H](C1=CC=CC=C1)N)=O)=O)=O